7-methyl-2-((7-methylcinnolin-6-yl)amino)-9-(tetrahydrofuran-3-yl)-7,9-dihydro-8H-purin-8-one CN1C(N(C2=NC(=NC=C12)NC=1C=C2C=CN=NC2=CC1C)C1COCC1)=O